2-(adamantan-1-yl)-N-[4-(4-chlorophenyl)-5,8-difluoro-1-oxophthalazin-2(1H)-yl]acetamide C12(CC3CC(CC(C1)C3)C2)CC(=O)NN2C(C3=C(C=CC(=C3C(=N2)C2=CC=C(C=C2)Cl)F)F)=O